N1=CC=CC2=CC(=C(C=C12)C(=O)OC)C(=O)OC dimethyl quinoline-6,7-dicarboxylate